BrC=1C(=C(C=CC1)C1=NN=CN1C(CC)O)F (3-(3-bromo-2-fluorophenyl)-4H-1,2,4-triazol-4-yl)propan-1-ol